CN1C(C(=C(C2=CC=C(C=C12)N([C@@H]1COCC1)C)N1CCC(CC1)C=1OC2=C(N1)C=C(C=C2)C)C(=O)N)=O 1-methyl-4-[4-(5-methyl-1,3-benzooxazol-2-yl)piperidin-1-yl]-7-{methyl-[(3S)-oxolane-3-yl]amino}-2-oxo-1,2-dihydroquinoline-3-carboxamide